CON(C(CCN(C(OC(C)(C)C)=O)C)=O)C tert-butyl (3-(methoxy(methyl)-amino)-3-oxopropyl)(methyl)carbamate